1-[(4-fluorophenyl)methyl]-4-hydroxy-N-[1-(hydroxymethyl)cyclohexyl]-2-oxo-1,8-naphthyridine-3-carboxamide FC1=CC=C(C=C1)CN1C(C(=C(C2=CC=CN=C12)O)C(=O)NC1(CCCCC1)CO)=O